4-(3-(3-fluoro-4-(4-methylpiperazin-1-yl)phenyl)-2-methyl-3H-imidazo[4,5-b]pyridin-5-yl)pyridin-2-amine FC=1C=C(C=CC1N1CCN(CC1)C)N1C(=NC=2C1=NC(=CC2)C2=CC(=NC=C2)N)C